6,10-dimethylanthraceno[2,3-c:6,7-c']difuran-1,3,7,9-tetraone CC=1C2=CC3=CC=4C(OC(C4C=C3C=C2C(=C2C(OC(C21)=O)=O)C)=O)=O